2-cyclobutyl-3-sulfanylpropanoic acid C1(CCC1)C(C(=O)O)CS